tert-butyl (R)-4-(3-fluoro-4-(trifluoromethoxy)benzyl)-3-((prop-2-yn-1-yloxy)methyl)-piperazine-1-carboxylate FC=1C=C(CN2[C@H](CN(CC2)C(=O)OC(C)(C)C)COCC#C)C=CC1OC(F)(F)F